nickel hydroxide iron-manganese [Mn].[Fe].[Ni](O)O